C(C)(=O)[O-].C(C)(=O)[O-].[Pd+2].[Pd+2] dipalladium(II) diacetate